COC1=NC2=CC=CC=C2C=C1C1=CN=C(N1)[C@H](CCCCCC(=O)C=1OC=CN1)NC(=O)C1(CC1)C1=CC=NC=C1 N-[(1S)-1-[5-(2-methoxyquinolin-3-yl)-1H-imidazol-2-yl]-7-(1,3-oxazol-2-yl)-7-oxoheptyl]-1-pyridin-4-ylcyclopropanecarboxamide